ethyl (R)-3-((tert-butyldimethylsilyl)oxy)-4-hydroxybutanoate [Si](C)(C)(C(C)(C)C)O[C@H](CC(=O)OCC)CO